(1S,2R,4S,7R)-1,7-dimethyl-7-(4-methyl-3-penten-1-yl)bicyclo[2.2.1]heptan-2-ol C[C@]12[C@@H](C[C@H](CC1)[C@]2(CCC=C(C)C)C)O